N=1NN=NC1CCC(=O)O (S)-3-(2H-tetrazol-5-yl)propionic acid